Cl.N[C@@H](CC1=CNC=N1)C(=O)N L-histidinamide hydrochloride